C(C)OC(C[C@@H](C=1C=C(C=CC1)C1=C(C(=CC=C1)OC)C)N)=O (S)-3-amino-3-(3'-methoxy-2'-methylbiphenyl-3-yl)propionic acid ethyl ester